[3,5-dichloro-2-iodo-4-[(4-methoxy-3-phenyl-phenyl)methyl]phenyl] N,N-diethylcarbamate C(C)N(C(OC1=C(C(=C(C(=C1)Cl)CC1=CC(=C(C=C1)OC)C1=CC=CC=C1)Cl)I)=O)CC